N-[3-(dimethylamino)propyl]-7-(3-fluoro-2-isopropoxy-anilino)thiazolo[5,4-d]pyrimidine-2-carboxamide CN(CCCNC(=O)C=1SC=2N=CN=C(C2N1)NC1=C(C(=CC=C1)F)OC(C)C)C